OC1=C(C=CC(=C1)C(F)(F)F)C1=C2C(=C(N=N1)N1CCC3(CCCN3C(C)=O)CC1)N=CC=C2 1-(8-(5-(2-hydroxy-4-(trifluoromethyl)phenyl)pyrido[2,3-d]pyridazin-8-yl)-1,8-diazaspiro[4.5]decan-1-yl)ethan-1-one